O1CC(C1)OC1=C(N)C=CC=C1 2-(Oxetan-3-yloxy)aniline